Cl.C(C)(C)(C)C1=NC(=NO1)C(=O)NCC1=C(C=C(C=C1)C1=C(C=NC=C1)N1CC(CC1)CN(C(OC(C)(C)C)=O)C)C tert-butyl ((1-(4-(4-((5-(tert-butyl)-1,2,4-oxadiazole-3-carboxamido)methyl)-3-methylphenyl)pyridin-3-yl)pyrrolidin-3-yl)methyl)(methyl)carbamate hydrochloride